((2s,3s)-1-((2-benzoyl-4-methoxyphenyl)amino)-3-methyl-1-oxopent-2-yl)carbamic acid tert-butyl ester C(C)(C)(C)OC(N[C@H](C(=O)NC1=C(C=C(C=C1)OC)C(C1=CC=CC=C1)=O)[C@H](CC)C)=O